OC1=C(C(=CC(=C1)C)C)C=1C=CC=2C(=NC(=CN2)[C@@H]2CN(CCO2)C(=O)OC(C)(C)C)N1 tert-butyl (2S)-2-[6-(2-hydroxy-4,6-dimethyl-phenyl)pyrido[2,3-b]pyrazin-3-yl]morpholine-4-carboxylate